C(C)(=O)[O-].C(C)(=O)[O-].[Pd+2].C1(CCCCC1)P(C1CCCCC1)C1CCCCC1.C1(CCCCC1)P(C1CCCCC1)C1CCCCC1 bis(tricyclohexylphosphine) palladium diacetate